I.BrC1=C2C=CNC2=CC(=C1CC=1C=CC(=C(C(=N)SC)C1)F)F methyl 5-((4-bromo-6-fluoro-1H-indol-5-yl)methyl)-2-fluorobenzimidothioate hydroiodide